7-[1-(trifluoromethyl)vinyl]imidazo[1,2-b]pyridazine FC(C(=C)C1=CC=2N(N=C1)C=CN2)(F)F